(1r,4r)-4-hydroxy-N-(2-(3-phenylpropoxy)cyclopropyl)cyclohexane-1-carboxamide OC1CCC(CC1)C(=O)N[C@H]1C(C1)OCCCC1=CC=CC=C1